B([O-])([O-])[O-].B([O-])([O-])[O-].B([O-])([O-])[O-].[B+3].[B+3].[B+3] boron triborate